N-(2-Hydroxyphenyl)-1-methyl-2-oxo-quinoline-3-carboxamide OC1=C(C=CC=C1)NC(=O)C=1C(N(C2=CC=CC=C2C1)C)=O